N1C(=NC2=C1C=CC=C2)C(CBr)=O 1-(1H-benzo[d]imidazol-2-yl)-2-bromoethanone